tert-butyl N-[(1R)-2-hydroxy-1-methyl-ethyl]carbamate OC[C@@H](C)NC(OC(C)(C)C)=O